C(=C)OC(C(=C)CCCCCC)=O.COC=1C=C2C=CN=C(C2=CC1)NC1CC2(CC(C2)OC2=C(C(=O)N)C=CC=N2)C1 2-(((2S,4s,6S)-6-((6-methoxy-isoquinolin-1-yl)amino)spiro[3.3]heptan-2-yl)oxy)nicotinamide monovinyl-hexyl-acrylate